N-((3,3-difluorocyclobutyl)methyl)-5-(2-isobutyl-7H-pyrrolo[2,3-d]pyrimidin-5-yl)pyrazolo[1,5-a]pyridine-3-carboxamide FC1(CC(C1)CNC(=O)C=1C=NN2C1C=C(C=C2)C2=CNC=1N=C(N=CC12)CC(C)C)F